(4-chlorobenzyl)triphenylphosphonium ClC1=CC=C(C[P+](C2=CC=CC=C2)(C2=CC=CC=C2)C2=CC=CC=C2)C=C1